tert-butyl 4-(5-bromopyridin-3-yl)-5,6-dihydropyridine-1(2H)-carboxylate BrC=1C=C(C=NC1)C1=CCN(CC1)C(=O)OC(C)(C)C